NC=1CC(=CC2=C(N1)C=CC=C2)C(=O)N(CCC)OCCN 2-Amino-N-(2-aminoethoxy)-N-propyl-3H-benzo[b]azepine-4-Carboxamide